benzothiophene-6-carboxylic acid S1C=CC2=C1C=C(C=C2)C(=O)O